[N+](=O)([O-])C1=CC=C(C(=O)OC([C@@H]([C@H](C(=O)O)O)O)=O)C=C1 dl-O'-p-nitrobenzoyl-L-tartaric acid